4-(1-acryloyl-2,5-dihydro-1H-pyrrol-3-yl)-5-fluoro-2,3-dimethyl-1H-indole-7-carboxylic acid C(C=C)(=O)N1CC(=CC1)C1=C2C(=C(NC2=C(C=C1F)C(=O)O)C)C